(2S,4R)-N-{[2-(azetidin-3-yloxy)-4-(4-methyl-1,3-thiazol-5-yl)phenyl]methyl}-1-[(2S)-2-[(1-fluorocyclopropyl)formamido]-3,3-dimethylbutanoyl]-4-hydroxypyrrolidine-2-carboxamide N1CC(C1)OC1=C(C=CC(=C1)C1=C(N=CS1)C)CNC(=O)[C@H]1N(C[C@@H](C1)O)C([C@H](C(C)(C)C)NC(=O)C1(CC1)F)=O